OCC1(CC1)N(C(=O)C=1C=NN2C1CN(CC2)C(=O)OC(C)(C)C)C tert-butyl 3-((1-(hydroxymethyl)cyclopropyl)(methyl)carbamoyl)-6,7-dihydropyrazolo[1,5-a]pyrazine-5(4H)-carboxylate